(2R,4S)-1-(t-Butoxycarbonyl)-4-(3-(cyclopropylmethoxy)-4-(difluoromethoxy)phenyl)pyrrolidine-2-carboxylic acid C(C)(C)(C)OC(=O)N1[C@H](C[C@H](C1)C1=CC(=C(C=C1)OC(F)F)OCC1CC1)C(=O)O